3-bromo-6-methoxy-9,9-dimethyl-9,10-dihydroacridine BrC=1C=CC=2C(C3=CC=C(C=C3NC2C1)OC)(C)C